C(CCCCCCCCCCCCCCCCC)C(C[C@H](N)C(=O)[O-])C(=O)[O-] γ-stearyl-L-glutamate